N=C1NOCN1CC(=O)O 2-(3-imino-1,2,4-oxadiazolidin-4-yl)-acetic acid